((5-ethyl-1-methyl-4-oxo-4,5-dihydro-1H-pyrrolo[3,2-c]pyridin-3-yl)amino)-6-((5-fluoropyridin-2-yl)amino)-N-methylnicotinamide C(C)N1C(C2=C(C=C1)N(C=C2NC2=C(C(=O)NC)C=CC(=N2)NC2=NC=C(C=C2)F)C)=O